C(C=C)(=O)N1C[C@@H]2COC3=C(C(N2CC1)=O)C(=NC(=C3Cl)C3=C(C=CC=C3O)F)OCC3CCN(CC3)C (6aR)-8-acryloyl-1-((1-methylpiperidin-4-yl)methoxy)-4-chloro-3-(2-fluoro-6-hydroxyphenyl)-6,6a,7,8,9,10-hexahydro-12H-pyrazino[2,1-c]pyrido[3,4-f][1,4]oxazepin-12-one